5-(benzylthio)-1-methyl-1H-1,2,3-triazole C(C1=CC=CC=C1)SC1=CN=NN1C